triazolylalanine C[C@@H](C(=O)O)NC1=NNN=C1